2-(4-Pyridyl)ethylammonium N1=CC=C(C=C1)CC[NH3+]